F[B-](F)(F)F.C(CCCCCCCCCCC)[S+](C(CCCC(=O)OC)C1=CC=CC=C1)CCCCCCCCCCCC didodecyl-(5-methoxy-5-oxo-1-phenylpentyl)sulfonium tetrafluoroborate